C1(CC1)C1=CC(=NC=C1)SCC1=CC=C(C=C1)OC 4-cyclopropyl-2-{[(4-methoxyphenyl)methyl]Sulfanyl}pyridine